O1COC2=C1C=CC(=C2)OC2=NC=NC1=C(C=CC=C21)C 4-(benzo[d][1,3]dioxol-5-yloxy)-8-methyl-quinazoline